C(C)C1=C(C(=CC(=C1)C)CC)C1C(N2N(CCOCC2)C1=O)=O 8-(2,6-diethyl-4-methylphenyl)-tetrahydropyrazolo[1,2-d][1,4,5]oxadiazepine-7,9-dione